5-[2,6-bis(4-morpholinyl)-4-pyrimidinyl]-4-(trifluoromethyl)-2-pyridylamine N1(CCOCC1)C1=NC(=CC(=N1)C=1C(=CC(=NC1)N)C(F)(F)F)N1CCOCC1